CC=1C=C(NC=2C3=C(N=CN2)C=CC(=N3)N3C2CN(CC3C2)C(C=C)=O)C=CC1OC1=CC2=C(N(N=N2)C)C=C1 1-[6-[4-[3-methyl-4-(1-methylbenzotriazol-5-yl)oxy-anilino]pyrido[3,2-d]pyrimidin-6-yl]-3,6-diazabicyclo[3.1.1]heptan-3-yl]prop-2-en-1-one